ClC1=CC(=C(C=C1)C1=CC=C(C=C1)C1CN(C1)C(=O)N1CC2(C1)CC(C2)C=2C=NC(=CC2)C(F)(F)F)S(=O)(=O)C [3-[4-(4-chloro-2-methylsulfonyl-phenyl)phenyl]azetidin-1-yl]-[6-[6-(trifluoromethyl)-3-pyridinyl]-2-azaspiro[3.3]heptan-2-yl]methanone